N-(4-aminobutyl)-N-(tetrahydro-2H-pyran-4-yl)acetamide hydrochloride Cl.NCCCCN(C(C)=O)C1CCOCC1